N1=NNOC=C1 triazoxin